C1(=CC=CC=C1)C1=C(C=CC=C1)C1CCCCC1 phenyl-cyclohexylbenzene